N[C@@H]1C2=CC(=CC=C2CC12CCN(CC2)C2=NC=C(C(N2C)=O)C#CCC2=CC(=CC=C2)O)OC (S)-2-(1-amino-6-methoxy-1,3-dihydrospiro[indene-2,4'-piperidin]-1'-yl)-5-(3-(3-hydroxyphenyl)prop-1-yn-1-yl)-3-methylpyrimidin-4(3H)-one